C(C)OC(=O)C=1C2=C(N=CC1)N(N=C2I)COCC[Si](C)(C)C 3-iodo-1-((2-(trimethylsilyl)ethoxy)methyl)-1H-pyrazolo[3,4-b]pyridine-4-carboxylic acid ethyl ester